(S)-N-(2,5-dioxotetrahydrofuran-3-yl)butane-1-sulfonamide O=C1OC(C[C@@H]1NS(=O)(=O)CCCC)=O